1,4-bis(carboxy-methyl)-cyclohexane C(=O)(O)CC1CCC(CC1)CC(=O)O